N-methanesulfonyl-propionamide CS(=O)(=O)NC(CC)=O